9-Methoxymethyl-1-propyl-8-[1-(3-trifluoromethyl-benzyl)-1H-pyrazol-4-yl]-1,9-dihydro-purin-6-one COCN1C=2N=CN(C(C2N=C1C=1C=NN(C1)CC1=CC(=CC=C1)C(F)(F)F)=O)CCC